N-(3-((6-Amino-5-(6-phenoxypyridin-3-yl)pyrimidin-4-yl)oxy)-4-fluorophenyl)acrylamid NC1=C(C(=NC=N1)OC=1C=C(C=CC1F)NC(C=C)=O)C=1C=NC(=CC1)OC1=CC=CC=C1